2-(3-chlorophenyl)-2,2-difluoro-1-phenylethyl ((S)-1-(((S)-4-(cyclopropylamino)-3,4-dioxo-1-((S)-2-oxopyrrolidin-3-yl)butan-2-yl)amino)-5,5-difluoro-1-oxopentan-2-yl)carbamate C1(CC1)NC(C([C@H](C[C@H]1C(NCC1)=O)NC([C@H](CCC(F)F)NC(OC(C(F)(F)C1=CC(=CC=C1)Cl)C1=CC=CC=C1)=O)=O)=O)=O